FC1=CC=CC=2C(=N[C@@H](C(NC21)=O)NC(=O)C2=C(N=C1N2N=CC=C1)C1=CC=CC=C1)C1=CC=CC=C1 N-[(3S)-9-fluoro-2-oxo-5-phenyl-1,3-dihydro-1,4-benzo-diazepin-3-yl]-2-phenylimidazo[1,2-b]pyridazine-3-carboxamide